2-((4-chloro-2-isopropylbenzyl)oxy)-4-((4-methoxybenzyl)oxy)-5-(4-(trifluoromethyl)-1H-pyrrol-2-yl)pyridine ClC1=CC(=C(COC2=NC=C(C(=C2)OCC2=CC=C(C=C2)OC)C=2NC=C(C2)C(F)(F)F)C=C1)C(C)C